CC1=NC(=NC2=CC=CC=C12)NC(=N)NCCN1CCOCC1 1-(4-Methylquinazolin-2-yl)-3-(2-morpholinoethyl)guanidine